C1CCCCCC=CCC1 cyclodecane-7-ene